N-[2-[4-[[[1-[3-(2,6-dioxo-3-piperidyl)phenyl]-4-piperidyl]-methyl-amino]methyl]cyclohexyl]-7-isopropoxy-imidazo[1,2-a]pyridin-6-yl]-6-(trifluoromethyl)pyridine-2-carboxamide O=C1NC(CCC1C=1C=C(C=CC1)N1CCC(CC1)N(C)CC1CCC(CC1)C=1N=C2N(C=C(C(=C2)OC(C)C)NC(=O)C2=NC(=CC=C2)C(F)(F)F)C1)=O